NC1=CN=NC2=CC(=CC=C12)C=1C=C(C=CC1C1=NNC=C1)B(O)O [3-(4-aminocinnolin-7-yl)-4-(1H-pyrazol-3-yl)phenyl]boronic acid